4-pivaloyloxymethyloxy-N,N-dimethyltryptamine C(C(C)(C)C)(=O)OCOC=1C=CC=C2NC=C(CCN(C)C)C12